acetylaceton isopropyl-(R)-2-(6-(1-((tert-butoxycarbonyl)amino)ethyl)-1H-pyrrolo[2,3-b]pyridin-2-yl)-1-cyclopropyl-1H-benzo[d]imidazole-5-carboxylate C(C)(C)OC(=O)C1=CC2=C(N(C(=N2)C2=CC=3C(=NC(=CC3)[C@@H](C)NC(=O)OC(C)(C)C)N2)C2CC2)C=C1.C(C)(=O)CC(C)=O